13-(3-fluoro-4-((4-methylpyrimidin-2-yl)oxy)phenyl)-3-((triisopropylsilyl)ethynyl)-6,7-dihydropyrido[3,4-f]pyrimido[5',4':4,5]pyrrolo[1,2-d][1,4]oxazepin-12-amine FC=1C=C(C=CC1OC1=NC=CC(=N1)C)C=1C2=C(N3CCOC4=C(C31)C=NC(=C4)C#C[Si](C(C)C)(C(C)C)C(C)C)N=CN=C2N